7-fluoro-1-phenyl-1,2-dihydro-(4H)-3,1-benzoxazine-4-one FC1=CC2=C(C(OCN2C2=CC=CC=C2)=O)C=C1